ClC1=C(COC[C@@H]2[C@H]([C@](C(O2)OC)(O)C#C)OCC2=C(C=C(C=C2)Cl)Cl)C=CC(=C1)Cl (3R,4R,5R)-5-(2,4-Dichlorobenzyloxymethyl)-4-(2,4-di-chlorobenzyloxy)-3-ethynyl-2-methoxy-tetrahydrofuran-3-ol